NC1=NC2=CC(=C(C=C2C(=C1)CO[Si](C)(C)C(C)(C)C)C(=O)N1C(CCCC1)C1=C2C=CN(C2=CC=C1)C1CCN(CC1)C)F (2-amino-4-(((tert-butyldimethylsilyl)oxy)methyl)-7-fluoroquinolin-6-yl)(2-(1-(1-methylpiperidin-4-yl)-1H-indol-4-yl)piperidin-1-yl)methanone